FC1=NC=CC2=C1[C@H]1CC[C@@H](C2=C)N1 (6S,9R)-1-fluoro-5-methylene-6,7,8,9-tetrahydro-5H-6,9-epiminocyclohepta[c]pyridine